N-(3-fluoro-5-(4,4,5,5-tetramethyl-1,3,2-dioxaborolan-2-yl)benzyl)methanesulfonamide FC=1C=C(CNS(=O)(=O)C)C=C(C1)B1OC(C(O1)(C)C)(C)C